(2S,3R,4S,5S,6R)-2-(4-chloro-3-(4-ethoxybenzyl)phenyl)-6-(hydroxymethyl)-2-propoxytetrahydro-2H-pyran-3,4,5-triol ClC1=C(C=C(C=C1)[C@@]1(O[C@@H]([C@H]([C@@H]([C@H]1O)O)O)CO)OCCC)CC1=CC=C(C=C1)OCC